(L)-allo-threonine N[C@@H]([C@@H](O)C)C(=O)O